(1-(2,5-dichloropyrimidin-4-yl)-1H-indol-3-yl) dimethylphosphino oxide CP(C)OC1=CN(C2=CC=CC=C12)C1=NC(=NC=C1Cl)Cl